ClC1=NC=C(C(=N1)C1=CN=C(N1C)C1CCOCC1)Cl 2,5-dichloro-4-(1-methyl-2-(tetrahydro-2H-pyran-4-yl)-1H-imidazol-5-yl)pyrimidine